C[C@H]1[C@@H]2CCC(C=C2C(CCC1)(C)C)=O (1S,2R)-2,6,6-Trimethylbicyclo[5.4.0]undec-7-en-9-one